N-(3,5-difluoro-2-((2-methyltetrahydro-2H-pyran-4-yl)oxy)benzyl)-2-methoxynicotinamide FC=1C(=C(CNC(C2=C(N=CC=C2)OC)=O)C=C(C1)F)OC1CC(OCC1)C